C1(=CC=CC=C1)C=1C=NC=C(C1)C(C)C=CC1=CC=CC=C1 3-phenyl-5-(4-phenyl-3-buten-2-yl)pyridine